COC1=NC=NC=C1C=1C(=NC=CC1)OC1=CC=2CCCCC2C=C1 4-methoxy-5-{2-[(5,6,7,8-tetrahydronaphthalen-2-yl)oxy]pyridin-3-yl}pyrimidine